ClC1=CC2=C(N=CNC2=O)N1C1=CC=C(C=C1)C1N(C2(CC2)COC1)C(=O)OC(C)(C)C tert-butyl 5-(4-(6-chloro-4-oxo-3,4-dihydro-7H-pyrrolo[2,3-d]pyrimidin-7-yl)phenyl)-7-oxa-4-azaspiro[2.5]octane-4-carboxylate